7-methoxy-3-phenyl-quinoxaline COC1=CC=C2N=C(C=NC2=C1)C1=CC=CC=C1